The molecule is a diterpenoid that is multicaulin in which the methoxy group at position 12 is replaced by a hydroxy group. A norabietane derivative, it is isolated from the roots of Salvia multicaulis and exhibits antitubercular activity. It has a role as a metabolite and an antitubercular agent. It is a member of phenols, a diterpenoid and a member of phenanthrenes. CC1=C(C2=C(C=C1)C3=CC(=C(C=C3C=C2)C(C)C)O)C